[1,2]Oxazine O1NC=CC=C1